Pimelat C(CCCCCC(=O)[O-])(=O)[O-]